CC1C(CCCC1C(=O)O)(C(=O)O)C dimethyl-1,3-cyclohexanedicarboxylic acid